N-{1-[2-(piperidin-4-yl)ethyl]-1H-pyrazol-4-yl}-2-(1H-pyrazol-4-yl)-1,3-thiazole N1CCC(CC1)CCN1N=CC(=C1)N1C(SC=C1)C=1C=NNC1